C1(=CC=CC=C1)C=1N=C(C2=C(N1)C1=C(O2)C=CC=C1)N[C@@H](C)C(=O)O (2-phenylbenzofuro[3,2-d]pyrimidin-4-yl)-L-alanine